rac-tert-butyl (3R,4R)-4-(6-chloropyridin-2-yl)-3-methylpiperidine-1-carboxylate ClC1=CC=CC(=N1)[C@H]1[C@H](CN(CC1)C(=O)OC(C)(C)C)C |r|